BrC1=CC=C(C=C1)C1=CC=C(C=C1)C(C)=O 4'-(4-bromophenyl)acetophenone